ClC1=C(C=CC=C1)C=1C(=CN(C(C1)=O)C)S(=O)(=O)N1CCC(CC1)(C(=O)N[C@H](C)\C=C/S(=O)(=O)C)F (R,Z)-1-((4-(2-chlorophenyl)-1-methyl-6-oxo-1,6-dihydropyridin-3-yl)sulfonyl)-4-fluoro-N-(4-(methylsulfonyl)but-3-en-2-yl)piperidine-4-carboxamide